ClC=1C=CC2=C(N=NN(C2=O)CC(C)(C)NC(C2=C(C=CC=C2)C(F)(F)F)=O)C1 N-(1-(7-chloro-4-oxobenzo[d][1,2,3]triazine-3(4H)-yl)-2-methylpropan-2-yl)-2-(triFluoromethyl)benzamide